Isopropyl (S)-4-methyl-2-(3-((7-(5-methyl-1,2,4-oxadiazol-3-yl)isoquinolin-1-yl)amino)-6-(methylamino)hexanamido)thiazole-5-carboxylate CC=1N=C(SC1C(=O)OC(C)C)NC(C[C@H](CCCNC)NC1=NC=CC2=CC=C(C=C12)C1=NOC(=N1)C)=O